tri-(2-benzotriazolyl-acetyl)-glycerol N1N=NC2=C1C=CC=C2CC(=O)C(C(O)(C(CC2=CC=CC=1NN=NC12)=O)C(CC1=CC=CC=2NN=NC21)=O)(O)CO